4-[4-hydroxybenzenesulphonyl]phenol OC1=CC=C(C=C1)S(=O)(=O)C1=CC=C(C=C1)O